C(/C1=CC=CC=C1)=C/1\C(C2=CC=CC=C2C1)=O (E)-2-benzylidene-2,3-dihydro-1H-indene-1-one